FC1=C(CC2=C(N)C=CC(=C2)C)C(=CC=C1)F 2-(2,6-difluorobenzyl)-4-methylaniline